tert-butyl-5-(4-(benzylamino)-2-chloropyrrolo[2,1-f][1,2,4]triazin-7-yl)-3,6-dihydropyridine C(C)(C)(C)C1=NCC(=CC1)C1=CC=C2C(=NC(=NN21)Cl)NCC2=CC=CC=C2